ClC=1C=C(C=C(C1)NS(=O)(=O)C)NC(=O)C=1C=NN(C1)C1=NC=CC=C1OCC1=NC=CC=C1 N-(3-chloro-5-(methylsulfonamido)phenyl)-1-(3-(pyridin-2-ylmethoxy)pyridin-2-yl)-1H-pyrazole-4-carboxamide